(2R,4S)-N-((2S)-1-((2-amino-6,7-dihydro-5H-cyclopenta[b]pyridin-5-yl)amino)-1-oxopropan-2-yl)-4-(4-chlorobenzyl)pyrrolidine-2-carboxamide NC1=CC=C2C(=N1)CCC2NC([C@H](C)NC(=O)[C@@H]2NC[C@H](C2)CC2=CC=C(C=C2)Cl)=O